OCCOC1=C(C2=CC=CC=C2C=C1)C1=C(C=CC2=CC=CC=C12)OCCO 2,2'-bis(2-hydroxyeth-oxy)-1,1'-binaphthyl